Butyl-isoxazole-5-carboxylic acid [2-(2-oxo-2,3-dihydro-1H-imidazo[4,5-b]pyridin-7-yl)-6,7,8,9-tetrahydro-5H-benzocyclohepten-5-yl]-amide O=C1NC=2C(=NC=CC2C=2C=CC3=C(CCCCC3NC(=O)C3=CC(=NO3)CCCC)C2)N1